N-(5-(azetidine-3-carboxamido)-2-methylpyridin-3-yl)-2-(1-methyl-1H-pyrazol-4-yl)pyrazolo[5,1-b]thiazole-7-carboxamide trifluoroacetate FC(C(=O)O)(F)F.N1CC(C1)C(=O)NC=1C=C(C(=NC1)C)NC(=O)C=1C=NN2C1SC(=C2)C=2C=NN(C2)C